(2r,5s)-5-[2-(4-chloro-3-fluorophenoxy)acetamido]-2-{5-[4-(trifluoromethyl)phenyl]-1,3,4-oxadiazol-2-yl}piperidine-1-carboxylic acid tert-butyl ester C(C)(C)(C)OC(=O)N1[C@H](CC[C@@H](C1)NC(COC1=CC(=C(C=C1)Cl)F)=O)C=1OC(=NN1)C1=CC=C(C=C1)C(F)(F)F